2,2',2'',2'''-(1,4,7,10-tetraazacyclododecane-1,4,7,10-tetrayl)-tetraacetic acid N1(CCN(CCN(CCN(CC1)CC(=O)O)CC(=O)O)CC(=O)O)CC(=O)O